C1(=CC=CC=C1)SC1(OCCC(C1)O[Si](CC)(CC)CC)C(=O)[O-] 2-(phenylthio)-4-((triethylsilyl)oxy)tetrahydro-2H-pyran-2-carboxylate